7-(2,6-dichloro-4-nitro-phenoxy)-4H-1,4-benzoxazin-3-one ClC1=C(OC2=CC3=C(NC(CO3)=O)C=C2)C(=CC(=C1)[N+](=O)[O-])Cl